OC(C(C)(C)C)C1=CC=CC2=C1NC(=N2)CN2C(C(=CC=C2)NC([C@H](CC/C=C/C(=O)N(C)C)NC(=O)C=2OC=CN2)=O)=O (6S,E)-N7-(1-((7-(1-Hydroxy-2,2-dimethylpropyl)-1H-benzo[d]imidazol-2-yl)methyl)-2-oxo-1,2-dihydropyridin-3-yl)-N1,N1-dimethyl-6-(oxazol-2-carboxamido)hept-2-endiamid